FC(C1=C(C=NC=C1)C1=CC=C(N=N1)NC1CC2C(CNC2)C1)(F)F N-(6-(4-(trifluoromethyl)pyridin-3-yl)pyridazin-3-yl)octahydrocyclopenta[c]pyrrol-5-amine